N-benzyl-2-(5-(4-(2-morpholinoethoxy)-2-(prop-1-yn-1-yl)phenyl)pyridin-2-yl)acetamide C(C1=CC=CC=C1)NC(CC1=NC=C(C=C1)C1=C(C=C(C=C1)OCCN1CCOCC1)C#CC)=O